4-[[3-[4-[2-[4-[[1-(2,6-difluoro-4-pyridazin-4-yl-benzoyl)-4-piperidyl]oxy]-1-piperidyl]acetyl]piperazine-1-carbonyl]-4-fluoro-phenyl]methyl]-2H-phthalazin-1-one FC1=C(C(=O)N2CCC(CC2)OC2CCN(CC2)CC(=O)N2CCN(CC2)C(=O)C=2C=C(C=CC2F)CC2=NNC(C3=CC=CC=C23)=O)C(=CC(=C1)C1=CN=NC=C1)F